(Z)-pentadeca-3,6,9-trienal C(C\C=C/CC=CCC=CCCCCC)=O